FC=1C=C2C=C(NC2=CC1)C(=O)N[C@@H](CC(C)C)C(NN(C([C@H](F)Cl)=O)CCC(=O)N)=O |r| 5-fluoro-N-[rac-(1S)-1-[[(3-amino-3-oxo-propyl)-[rac-(2R)-2-chloro-2-fluoro-acetyl]amino]carbamoyl]-3-methyl-butyl]-1H-indole-2-carboxamide